N-methyl-tetrahydrofuran-2-formamide CNC(=O)C1OCCC1